methyl phenylacetate (phenylmethyl acetate) C1(=CC=CC=C1)CCC(=O)O.C1(=CC=CC=C1)CC(=O)OC